6-Chloro-8-(4-chloro-phenyl)-9-ethyl-9H-pyrido[3,4-b]indole ClC=1C=C2C3=C(N(C2=C(C1)C1=CC=C(C=C1)Cl)CC)C=NC=C3